ClC1=CC=C2C(=CNC2=C1)S(=O)(=O)NC=1C(=NSC1)Cl 6-chloro-N-(3-chloroisothiazol-4-yl)-1H-indole-3-sulfonamide